N1CCC(CC1)S(=O)(=O)C1=CC=C(C2=CC=CC=C12)N1CCNCC1 1-(4-(piperidin-4-ylsulfonyl)naphthalen-1-yl)piperazine